C1(CC1)CNC[C@@H](C(=O)N1CCN(CC1)C=1C2=C(N=CN1)[C@H](C[C@H]2C)O)C2=CC(=C(C=C2)OC(F)(F)F)F (S)-3-(cyclopropylmethylamino)-2-(3-fluoro-4-(trifluoromethoxy)phenyl)-1-(4-((5R,7S)-7-hydroxy-5-methyl-6,7-dihydro-5H-cyclopenta[d]pyrimidin-4-yl)piperazin-1-yl)propan-1-one